COC1=NC=C(C(=N1)OC)C=1C=C(C=2N(N1)C=CC2F)C2C(C2)C(F)(F)F (2,4-dimethoxypyrimidin-5-yl)-5-fluoro-4-(2-(trifluoromethyl)cyclopropyl)pyrrolo[1,2-b]pyridazine